((2-trifluoromethylbenzyl)triallylammonium) bromide [Br-].FC(C1=C(C[N+](CC=C)(CC=C)CC=C)C=CC=C1)(F)F